ClC=1C=C2C(=NC=NC2=CC1C1=C(C=CC=C1)F)N1[C@H](CN(CC1)C1=C(C(=C(C(=C1SC)F)F)F)F)C (S)-6-chloro-7-(2-fluorophenyl)-4-(2-methyl-4-(2,3,4,5-tetrafluoro-6-(methylsulfanyl)phenyl)piperazin-1-yl)quinazoline